tellurium-niobium-oxide [O-2].[Nb+5].[Te+2]